7-(2-amino-6-chloro-1-hydroxy-2,3-dihydro-1H-inden-5-yl)-3-((1-(4,4-difluoro-3-(3-fluoro-1H-pyrazol-1-yl)butyryl)-4-hydroxypiperidin-4-yl)methyl)thieno[3,4-d]pyrimidin-4(3H)-one NC1C(C2=CC(=C(C=C2C1)C=1SC=C2C1N=CN(C2=O)CC2(CCN(CC2)C(CC(C(F)F)N2N=C(C=C2)F)=O)O)Cl)O